FC1=C(C=C(C(=C1)F)F)C1=CC2=C(N(C(N2)=O)[C@H](CS(=O)(=O)C)C2=NC(=C(C=C2)OC)OCC)C=C1 (S)-5-(2,4,5-trifluorophenyl)-1-(1-(6-ethoxy-5-methoxypyridin-2-yl)-2-(methylsulfonyl)ethyl)-1H-benzo[d]imidazol-2(3H)-one